6-[(1S)-1-[4-(4-cyclopropylimidazol-1-yl)phenyl]ethoxy]-2,5-dimethyl-pyrimidin-4-amine C1(CC1)C=1N=CN(C1)C1=CC=C(C=C1)[C@H](C)OC1=C(C(=NC(=N1)C)N)C